2-[(5-bromobenzimidazol-1-yl)methoxy]ethyl-trimethyl-silane BrC1=CC2=C(N(C=N2)COCC[Si](C)(C)C)C=C1